(S)-3-(5-(4-(5-(4-(1-(4-hydroxyphenyl)-2-phenylbut-1-en-1-yl)phenoxy)pentyl)piperazin-1-yl)-1-oxoisoindolin-2-yl)piperidine-2,6-dione formic acid salt C(=O)O.OC1=CC=C(C=C1)C(=C(CC)C1=CC=CC=C1)C1=CC=C(OCCCCCN2CCN(CC2)C=2C=C3CN(C(C3=CC2)=O)[C@@H]2C(NC(CC2)=O)=O)C=C1